O1OP=C(C=C1)C(=O)N dioxaphosphorinamide